OCC(NCC(=O)O)(CO)CO N-Tris[hydroxymethyl]methylglycine